hexa-animine C(CCCCC)=N